C1(=CC=CC=C1)N1C2=CC=CC=C2C=2C=C(C=CC12)NC1=CC=C(C=C1)C1=CC=C(C=C1)NC=1C=CC=2N(C3=CC=CC=C3C2C1)C1=CC=CC=C1 N4,N4'-bis(9-phenyl-9H-carbazol-3-yl)-[1,1'-biphenyl]-4,4'-diamine